tert-butyl (3aR,5r,6aS)-5-((methylsulfonyl) oxy)hexahydrocyclopenta[c]pyrrole-2(1H)-carboxylate CS(=O)(=O)OC1C[C@@H]2[C@@H](CN(C2)C(=O)OC(C)(C)C)C1